CC1=CC=C(C=N1)B(O)O (6-methylpyridin-3-yl)-boronic acid